C(C)(C)(C)NC(=O)NC1CNCC1 1-(tert-butyl)-3-(pyrrolidin-3-yl)urea